ClC(COC(=O)N1CCC(CC1)(C(C1=CC=CC=C1)S)O)(Cl)Cl 4-hydroxy-4-(mercapto(phenyl)methyl)piperidine-1-carboxylic acid 1,1,1-trichloroethyl ester